6-(((5-(trifluoromethyl)pyridin-2-yl)methyl)amino)-4-oxa-6-azaspiro[2.4]heptan FC(C=1C=CC(=NC1)CNN1COC2(CC2)C1)(F)F